5-Chlorobenzo[d]isothiazol-6-yl triflate O(S(=O)(=O)C(F)(F)F)C1=CC2=C(C=NS2)C=C1Cl